2,4,6-trimethylbenzoyl-dimethoxyphenylphosphine oxide CC1=C(C(=O)C2=C(C=CC=C2)P(OC)(OC)=O)C(=CC(=C1)C)C